2-(3-(8-Amino-6-(2-methyl-thiazol-5-yl)imidazo[1,2-a]pyrazin-3-yl)-4-methylphenyl)-3,3,3-trifluoropropane-1,2-diol trifluoroacetate salt FC(C(=O)O)(F)F.NC=1C=2N(C=C(N1)C1=CN=C(S1)C)C(=CN2)C=2C=C(C=CC2C)C(CO)(C(F)(F)F)O